C(\C=C\C(=O)[O-])(=O)OCCCCCCCCCCCCCCCCCC.[Na+].[Na+].C(CCCCCCCCCCCCCCCCC)OC(\C=C\C(=O)[O-])=O sodium Sodium stearyl fumarate